(2S,3S,5S)-4-[[3-(3,4-Difluoro-2-methoxy-phenyl)-4,5,5-trimethyl-tetrahydrofuran-2-carbonyl]amino]pyridin-2-carboxamid FC=1C(=C(C=CC1F)[C@H]1[C@H](OC(C1C)(C)C)C(=O)NC1=CC(=NC=C1)C(=O)N)OC